5-methyl-1H-benzo[d]imidazol CC1=CC2=C(NC=N2)C=C1